2-Hydroxy-4-(methoxymethoxy)benzaldehyde OC1=C(C=O)C=CC(=C1)OCOC